CN1N=NC=2N(C1=O)C=NC2C(=O)NCC(C)=O 3-Methyl-4-oxo-N-(2-oxopropyl)-3,4-dihydroimidazo[5,1-d][1,2,3,5]tetrazine-8-carboxamide